5-(6-chloropyrazin-2-yl)-5-azaspiro[2.3]hexane ClC1=CN=CC(=N1)N1CC2(CC2)C1